caprylic acid, sodium salt [Na+].C(CCCCCCC)(=O)[O-]